N1[C@@H](CCC1)C(=O)NCCC1=CNC=N1 L-prolyl-histamine